OCCC1=CC=C(C=C1)C(C(=O)OCC)(C)C ethyl 2-(4-(2-hydroxyethyl) phenyl)-2-methylpropionate